tert-butyl (2S,6S)-4-[4-(2,3-dihydro-1,4-benzodioxin-6-ylcarbamoyl)-2-methoxy-1,3-benzothiazol-7-yl]-2,6-dimethyl-piperazine-1-carboxylate O1CCOC2=C1C=CC(=C2)NC(=O)C2=CC=C(C1=C2N=C(S1)OC)N1C[C@@H](N([C@H](C1)C)C(=O)OC(C)(C)C)C